ClC1=C(C=C(C=C1)S(=O)(=O)NC=1C(=NC=C(C1)C)OC=1C=C(C=CC1)N(C(C#CC)=O)C)C(F)(F)F N-(3-((3-((4-Chloro-3-(trifluoromethyl)phenyl)sulfonamido)-5-methylpyridin-2-yl)oxy)phenyl)-N-methylbut-2-ynamide